Cl.N(=[N+]=[N-])C[C@H]1NC[C@@H](C1)C1=CC(=C(C=C1)OC(F)F)OCC1CC1 (2S,4S)-2-(azidomethyl)-4-(3-(cyclopropylmethoxy)-4-(difluoromethoxy)phenyl)pyrrolidine hydrochloride